BrC1=CC2=C(C(=C1OC)Cl)OCC1=C2N(N=C1C(=O)OCC)C1=CC(=CC(=C1)Cl)Cl ethyl 8-bromo-6-chloro-1-(3,5-dichlorophenyl)-7-methoxy-1,4-dihydrochromeno[4,3-c]pyrazole-3-carboxylate